(S)-4-(6-(2-chloro-3,4-difluorophenyl)-5-(propoxycarbonyl)-2-(thiazol-2-yl)-3,6-dihydropyrimidin-4-yl)cubane-1-carboxylic acid ClC1=C(C=CC(=C1F)F)[C@@H]1C(=C(NC(=N1)C=1SC=CN1)C12C3C4C5(C(C14)C2C53)C(=O)O)C(=O)OCCC